2-methoxyethyl (1S,2R,5R)-3-((6-(3-fluorophenyl)pyridin-3-yl)sulfonyl)-2-(hydroxycarbamoyl)-3,8-diazabicyclo[3.2.1]octane-8-carboxylate FC=1C=C(C=CC1)C1=CC=C(C=N1)S(=O)(=O)N1[C@H]([C@@H]2CC[C@H](C1)N2C(=O)OCCOC)C(NO)=O